1-(9-Butyl-1-methyl-beta-carbolin-6-yl)-3-(4-(trifluoromethyl)phenyl)thiourea C(CCC)N1C2=CC=C(C=C2C=2C=CN=C(C12)C)NC(=S)NC1=CC=C(C=C1)C(F)(F)F